ClC=1C(=NC(=NC1)NC1=C(C=C(C(=C1)C)C1CCN(CC1)CC)OC1CC1)NC=1C(=NN(C1)C)S(=O)(=O)C(C)C 5-chloro-N2-[2-cyclopropoxy-4-(1-ethylpiperidin-4-yl)-5-methylphenyl]-N4-[1-methyl-3-(isopropylsulfonyl)-1H-pyrazol-4-yl]-pyrimidin-2,4-diamine